N[C@@H]1[C@H](CCCC1)OC=1C=C2CN(C(C2=CC1)=O)C1C(N(C(CC1)=O)COCC[Si](C)(C)C)=O 3-(5-(((1S,2S)-2-aminocyclohexyl)oxy)-1-oxoisoindolin-2-yl)-1-((2-(trimethylsilyl)ethoxy)methyl)piperidine-2,6-dione